2-(3,3-difluorocyclobutyl)-2-(6-(2-methyl-2H-pyrazolo[3,4-b]pyridin-5-yl)thieno[2,3-b]pyridin-2-yl)ethanol FC1(CC(C1)C(CO)C1=CC=2C(=NC(=CC2)C2=CC=3C(N=C2)=NN(C3)C)S1)F